ClC1=CC=C2C(=C(N(C2=C1C#N)C)C1=NC(=NN1)C(F)(F)F)C=1C=NNC1 6-chloro-1-methyl-3-(1H-pyrazol-4-yl)-2-(3-(trifluoromethyl)-1H-1,2,4-triazol-5-yl)-1H-indole-7-carbonitrile